P(=O)(O)(O)OC1=CC=C(C[C@H](NCC)C(=O)O)C=C1 ethyl-L-tyrosine phosphate